N1CC(=CC(=C1)C(=O)N)C(=O)N dihydro-3,5-pyridinedicarboxamide